IC=1C=CC=2N(C3=CC=CC=C3C2C1)C1=C(C=C(C(=C1C)OC)C)NS(=O)(=O)C1=CC=C(C=C1)C N-(2-(3-iodo-9H-carbazol-9-yl)-4-methoxy-3,5-dimethylphenyl)-4-methylbenzenesulfonamide